N-(3-bromo-1-methyl-1H-pyrrolo[2,3-c]pyridin-5-yl)-2-methoxyacetamide BrC1=CN(C2=CN=C(C=C21)NC(COC)=O)C